C(C)(C)(C)OC(=O)N[C@H](C(=O)O)C[C@H]1C(NCC1)=C=O (S)-2-((tert-butoxycarbonyl)amino)-3-((S)-2-carbonylpyrrolidin-3-yl)propionic acid